The molecule is a lysophosphatidyl-1D-myo-inositol(1-) obtained by deprotonation of the phosphate OH group of 1-(10Z)-heptadecenoyl-sn-glycero-3-phospho-1D-myo-inositol. It is a conjugate base of a 1-(10Z)-heptadecenoyl-sn-glycero-3-phospho-1D-myo-inositol. CCCCCC/C=C\\CCCCCCCCC(=O)OC[C@H](COP(=O)([O-])OC1[C@@H]([C@H](C([C@H]([C@H]1O)O)O)O)O)O